The molecule is a phosphatidylcholine 40:6 in which the acyl groups specified at positions 1 and 2 are (9Z)-octadecenoyl and (7Z,10Z,13Z,16Z,19Z)-docosapentaenoyl respectively. It derives from a (7Z,10Z,13Z,16Z,19Z)-docosapentaenoic acid and an oleic acid. CCCCCCCC/C=C\\CCCCCCCC(=O)OC[C@H](COP(=O)([O-])OCC[N+](C)(C)C)OC(=O)CCCCC/C=C\\C/C=C\\C/C=C\\C/C=C\\C/C=C\\CC